(1S,4s)-4-(2-((1R,3R)-3-hydroxycyclopentylamino)-8-(2,4,6-trifluorophenylamino)-9H-purin-9-yl)-1-methylcyclohexanecarboxamide O[C@H]1C[C@@H](CC1)NC1=NC=C2N=C(N(C2=N1)C1CCC(CC1)(C(=O)N)C)NC1=C(C=C(C=C1F)F)F